ClC1=CC=C(C=C1)S(=O)(=O)N1CC2=C(CC1)C=C(S2)C2=NOC(=N2)C(F)(F)F 3-(6-((4-chlorophenyl)sulfonyl)-4,5,6,7-tetrahydrothieno[2,3-c]pyridin-2-yl)-5-(trifluoromethyl)-1,2,4-oxadiazole